COC1=C(C(=CC(=C1)C(NC)=O)OC)S(=O)(=O)Cl 2,6-dimethoxy-4-(methylcarbamoyl)benzenesulfonyl chloride